germanium-tin-lead [Pb].[Sn].[Ge]